3-endo-(8-{2-[benzyl-(2-cyanoacetyl)amino]ethyl}-8-aza-bicyclo[3.2.1]oct-3-yl)-benzamide TFA salt OC(=O)C(F)(F)F.C(C1=CC=CC=C1)N(CCN1C2CC(CC1CC2)C=2C=C(C(=O)N)C=CC2)C(CC#N)=O